2,6-ditertiarybutyl-4-methylphenol butyrate C(CCC)(=O)OC1=C(C=C(C=C1C(C)(C)C)C)C(C)(C)C